FC(N1N=CC(=C1C)NC(=O)N[C@@H](C)C=1N(N=CN1)C1=NC=CC=N1)F 1-[1-(difluoromethyl)-5-methyl-pyrazol-4-yl]-3-[(1S)-1-(2-pyrimidin-2-yl-1,2,4-triazol-3-yl)ethyl]urea